FC1=C(C(=CC=C1)F)N1C(C(N=CC2=C1C=CC(=C2)C(F)(F)F)C)=S 2,6-difluorophenyl-3-methyl-7-(trifluoromethyl)-1,3-dihydro-1,4-benzodiazepine-2-thione